[Br-].CC(CC[P+](C1=CC=CC=C1)(C1=CC=CC=C1)C1=CC=CC=C1)C (3-methylbutyl)triphenylphosphonium bromide